(2S)-2-aminopropionamide hydrochloride Cl.N[C@H](C(=O)N)C